(3,4-difluoro-2-methoxyphenyl)acetyl chloride FC=1C(=C(C=CC1F)CC(=O)Cl)OC